CC1C(O[C@@]2(CNC[C@@H]21)C)(OC)C Dimethyl-(3aS,6aS)-2-methoxy-6a-methylhexahydro-6H-furo[2,3-c]pyrrole